C(C1=CC=CC=C1)C(C(OCCCC)(C1=CC=C(C=C1)N1CCOCC1)CC(CC)=O)N(C)C 2-benzyl-2-(dimethylamino)-1-[4-(4-morpholinyl)phenyl]-1-butoxyethyl-butanone